1,5-pentanediamine hydroiodide I.C(CCCCN)N